C(C)NS(=O)(=O)C1=CC(=CC=C1)C1=CN(C(C2=CC=CC=C12)=O)C N-ethyl-3-(2-methyl-1-oxoisoquinolin-4-yl)benzenesulfonamide